BrC=1SC=C(N1)C(F)(F)F 2-bromo-4-(trifluoromethyl)-1,3-thiazole